FC1=C(C(=O)N2[C@H]3CN([C@@H](C2)C3)C3=NC=C(C#N)C=C3)C=C(C=C1)CC1=NNC(C3=CC=C(C=C13)C#CC)=O 6-((1R,4R)-5-(2-Fluoro-5-((4-oxo-7-(prop-1-ynyl)-3,4-dihydrophthalazin-1-yl)methyl)benzoyl)-2,5-diazabicyclo[2.2.1]heptan-2-yl)nicotinonitrile